4'-(cyclopent-3-enecarbonyl)-N-cyclopropyl-6-methyl-[1,1'-biphenyl]-3-carboxamide C1(CC=CC1)C(=O)C1=CC=C(C=C1)C1=CC(=CC=C1C)C(=O)NC1CC1